(E)-2-isopropyl-5-[2-(isothiazol-4-yl)vinyl]phenol C(C)(C)C1=C(C=C(C=C1)\C=C\C=1C=NSC1)O